ClC1=C(C(=O)OC)C=CC(=C1C=O)OC(F)(F)F methyl 2-chloro-3-formyl-4-(trifluoromethoxy)benzoate